BrC=1C=C(C(=O)OC)C=C(C1CN[C@H](CO)C)F methyl (S)-3-bromo-5-fluoro-4-(((1-hydroxypropan-2-yl)amino)methyl)benzoate